2-(2-Hydroxy-phenyl)-1H-benzoimidazole-5-carboxylic acid allyloxy-amide C(C=C)ONC(=O)C1=CC2=C(NC(=N2)C2=C(C=CC=C2)O)C=C1